C1(=CC=C(C=C1)NC(=O)C1=CN(CCC1(C)C)C(C)(C)C)NC(=O)C1=CN(CCC1(C)C)C(C)(C)C N,N'-(1,4-phenylene)bis(1-(tert-butyl)-4,4-dimethyl-1,4,5,6-tetrahydropyridine-3-carboxamide)